8H-pyrano[3,4-b]pyridin-8-one N1=C2C(=CC=C1)C=COC2=O